Azobis(cyclohexanecarbonitrile) C1CCC(CC1)(C#N)N=NC2(CCCCC2)C#N